Sodium Thioglycolate C(CS)(=O)[O-].[Na+]